C(C)(C)(C)OC(NC1COC2(C1)CCNCC2)=O (1-oxa-8-azaspiro[4.5]dec-3-yl)carbamic acid tert-butyl ester